FC1=CC(=CC2=C1N=CN2C)C(=O)O 7-fluoro-3-methyl-3H-benzoimidazole-5-carboxylic acid